(S)-2-(tert-butoxycarbonyl)amino-3,3-dimethylbutanoic acid C(C)(C)(C)OC(=O)N[C@H](C(=O)O)C(C)(C)C